CC1=C(OC=2CC3(C4=CN(N=C4C21)CC2=NC=CC=C2)CC3)C(=O)O 8'-methyl-2'-[(pyridin-2-yl)methyl]-2',5'-dihydrospiro[cyclopropane-1,4'-furo[2,3-g]indazole]-7'-carboxylic acid